N-(3-(difluoromethyl)phenyl)-5-(2-(((1R,3R)-3-hydroxycyclohexyl)amino)-2-oxoacetyl)-1,2,4-trimethyl-1H-pyrrole-3-carboxamide FC(C=1C=C(C=CC1)NC(=O)C1=C(N(C(=C1C)C(C(=O)N[C@H]1C[C@@H](CCC1)O)=O)C)C)F